6-[4-(2-Bromo-5-methoxy-benzoyl)-piperazin-1-yl]-N-phenylpropyl-nicotinamide BrC1=C(C(=O)N2CCN(CC2)C2=NC=C(C(=O)NCCCC3=CC=CC=C3)C=C2)C=C(C=C1)OC